1-fluoro-2-propene FCC=C